N-(3-(4-bromophenyl)propyl)-6-methyl-2-(2,2,2-trifluoroethoxy)thieno[2,3-d]pyrimidin-4-amine BrC1=CC=C(C=C1)CCCNC=1C2=C(N=C(N1)OCC(F)(F)F)SC(=C2)C